3-(4-(1-(4-(trifluoromethyl)phenyl)-1H-1,2,4-triazol-3-yl)phenyl)propanoyl azide FC(C1=CC=C(C=C1)N1N=C(N=C1)C1=CC=C(C=C1)CCC(=O)N=[N+]=[N-])(F)F